N-cyano-3-((3-cyanoguanidino)methyl)piperidine-1-carboximidamide C(#N)NC(=N)N1CC(CCC1)CNC(=N)NC#N